FC1=CC(=C(C=C1)NC1=C(C(=O)NC=2C(=NC(=NC2)OC)C)C=CC(=C1)C(F)(F)F)C 2-((4-fluoro-2-methylphenyl)amino)-N-(2-methoxy-4-methylpyrimidin-5-yl)-4-(trifluoromethyl)benzamide